CC(=O)N[C@@H](CC(=O)O)C(=O)N[C@@H](CCC(=O)O)C(=O)O N-acetyl-1-aspartylglutamic acid